3-hydroxymethyl-8-oxo-5-thia-1-azabicyclo[4.2.0]-oct-2-ene-2-formic acid OCC1=C(N2C(CC2SC1)=O)C(=O)O